C(#N)C1=NC=CC=C1[C@H]([C@@H](C)C=1N(C(C(=C(N1)C(=O)NC=1C=NOC1)O)=O)C)C=1C=NN(C1)C 2-((1r,2r)-1-(2-cyanopyridin-3-yl)-1-(1-methyl-1H-pyrazol-4-yl)propan-2-yl)-5-hydroxy-N-(isoxazol-4-yl)-1-methyl-6-oxo-1,6-dihydropyrimidine-4-carboxamide